ClC1=C(C=C(C=2C([C@@]3(C(=CC(CC3C)=O)OC)OC21)=O)OC)C=2C=NC(=CC2)OC (R)-7-chloro-3',4-dimethoxy-6-(6-methoxy-3-pyridyl)-5'-methyl-spiro[benzofuran-2,4'-cyclohex-2-ene]-1',3-dione